(S)-2-(2,5-difluoro-4-(6-((2-fluoro-4-(2-methyloxazol-5-yl)benzyl)oxy)pyridin-2-yl)benzyl)-1-(4,4-dimethyltetrahydrofuran-3-yl)-1H-benzo[d]imidazole-6-carboxylic acid FC1=C(CC2=NC3=C(N2[C@@H]2COCC2(C)C)C=C(C=C3)C(=O)O)C=C(C(=C1)C1=NC(=CC=C1)OCC1=C(C=C(C=C1)C1=CN=C(O1)C)F)F